(S)-4-((2-((2-methylpyridin-3-yl)oxy)ethyl)(4-(5,6,7,8-tetrahydro-1,8-naphthyridin-2-yl)butyl)amino)-2-((4-phenylpyridin-2-yl)amino)butanoic acid CC1=NC=CC=C1OCCN(CC[C@@H](C(=O)O)NC1=NC=CC(=C1)C1=CC=CC=C1)CCCCC1=NC=2NCCCC2C=C1